CN1C(=NN=C1)C[C@@H](C)C=1C=C(C=CC1)NC(=O)N1CC(CC1)(C(=O)OC)C(F)(F)F Methyl 1-((3-((R)-1-(4-methyl-4H-1,2,4-triazol-3-yl)propan-2-yl)phenyl)carbamoyl)-3-(trifluoromethyl)pyrrolidine-3-carboxylate